OC1C(=C(C2=CC=C(C=C12)C)NC(=O)C=1C(NC(=CC1)C(F)(F)F)=O)CCC N-(1-hydroxy-6-methyl-2-propyl-1H-inden-3-yl)-2-oxo-6-(trifluoromethyl)-1,2-dihydropyridine-3-carboxamide